CC(C)(C)OC(=O)N1[C@@H]2CC[C@H]1CC(C2)O tert-Butyl exo-3-hydroxy-8-azabicyclo[3.2.1]octane-8-carboxylate